C1(CC1)/C=C/C(=O)C1=NC=CC=C1 (2E)-3-cyclopropyl-1-(pyridin-2-yl)prop-2-en-1-one